C(CC1=C(C(=O)O)C=CC(=C1)O)C1=C(C(=O)O)C=CC(=C1)O ethylene-bis(p-hydroxybenzoic acid)